ClC=1C=C(C#N)C=C(C1N1N=CC=2C=NC(=CC21)NC2=NC=NC(=C2)N[C@H]2COCC2)F (R)-3-chloro-5-fluoro-4-(6-((6-((tetrahydrofuran-3-yl)amino)pyrimidin-4-yl)amino)-1H-pyrazolo[4,3-c]pyridin-1-yl)benzonitrile